S(C)(=O)(=O)O.ClC1=CC2=C3C=4N(CC(OC4N=C2C(=C1)F)CN(C)C)C(C1CNC(CN13)C)=O 12-chloro-7-((dimethylamino)methyl)-10-fluoro-2-methyl-2,3,4,4a,6,7-hexahydro-8-oxa-3,5a,9,13c-tetraazanaphtho[3,2,1-de]anthracene-5(1H)-one mesylate